8-chloro-3-(2,4-dimethylphenyl)sulfonyl-4H-triazolo[1,5-a]quinazolin-5-one ClC1=CC=C2C(NC=3N(C2=C1)N=NC3S(=O)(=O)C3=C(C=C(C=C3)C)C)=O